BrC1=CC=2C(OCC3=CC=C(C=C3C=3C=C(C(=C(NS(C(=C1OC)C2)(=O)=O)C3)OC)Cl)C#N)=O 13-bromo-20-chloro-14,19-dimethoxy-10,16,16-trioxo-9-oxa-16λ6-thia-17-azatetracyclo[16.3.1.111,15.02,7]tricosa-1(22),2,4,6,11(23),12,14,18,20-nonaene-4-carbonitrile